3-dimethylamino-2,2-dimethylpropyl-acrylamide CN(CC(CC(C(=O)N)=C)(C)C)C